C(C)OCC[N+](C)(C)CCOCC N,N-bis(2-ethoxyethyl)-N,N-dimethylammonium